N-(cyclohexylmethyl)benzene-1,4-diamine C1(CCCCC1)CNC1=CC=C(C=C1)N